FC1(CN(C2(C1O)CCCC2)C(=O)OCC2=CC=CC=C2)F benzyl 3,3-difluoro-4-hydroxy-1-azaspiro[4.4]nonane-1-carboxylate